ClC1=NN(C2=NC(=NC=C21)NC=2C(=NN(C2)C2CCN(CC2)S(=O)(=O)C2CC2)Cl)CC 3-chloro-N-(3-chloro-1-(1-(cyclopropylsulfonyl)piperidin-4-yl)-1H-pyrazol-4-yl)-1-ethyl-1H-pyrazolo[3,4-d]pyrimidin-6-amine